2-nonadecyl-2-oxazoline C(CCCCCCCCCCCCCCCCCC)C=1OCCN1